N1N=NC=C1 (E)-1H-1,2,3-triazole